6-Bromo-2,8-dimethylpyrido[3,4-d]pyrimidin-4-ol BrC1=CC2=C(N=C(N=C2O)C)C(=N1)C